C(#N)CC=1C=NN(C1)C=1C=C2N(N=CC=C2N2C([C@]([C@@H](C2)C)(C#N)C2CC2)=O)C1 (3R,4S)-1-(6-(4-(cyanomethyl)-1H-pyrazol-1-yl)pyrrolo[1,2-b]pyridazin-4-yl)-3-cyclopropyl-4-methyl-2-oxopyrrolidine-3-carbonitrile